BrC1=CC=2C3=C(C=NC2C=C1F)NC(C31CC(C1)OC)=O 8'-Bromo-7'-fluoro-3-methoxyspiro[cyclobutane-1,1'-pyrrolo[2,3-c]quinoline]-2'(3'h)-one